C(C1=CC=CC=C1)OC([C@@](NC(NC1=CC(=C(C=C1)OC(F)F)Cl)=O)(C)CC)=O N-{[3-chloro-4-(difluoromethoxy)phenyl]carbamoyl}-D-isovaline benzyl ester